(6-(dimethylamino)-3-methylbenzo[g]-pyrrolo[2,1-a]phthalazine-1,2-diyl)dimethanol CN(C1=NN2C(C3=CC4=C(C=C13)C=CC=C4)=C(C(=C2C)CO)CO)C